C(#N)C[C@H]1N(CC[C@@H](C1)N1N=NC=2C(=NC=3C(=C(C(=CC3C21)Cl)C2=C(C(=CC=C2)Cl)C)Cl)OC[C@H]2N(CCC2)C)C(=O)OC(C)(C)C tert-butyl (2S,4S)-2-(cyanomethyl)-4-(6,8-dichloro-7-(3-chloro-2-methylphenyl)-4-(((S)-1-methylpyrrolidin-2-yl)methoxy)-1H-[1,2,3]triazolo[4,5-c]quinolin-1-yl)piperidine-1-carboxylate